methylthiazole-4-sulfonohydrazide CC=1SC=C(N1)S(=O)(=O)NN